ClC1=NC(=C(C=C1Cl)Cl)Cl 2,3,5,6-Tetrachloropyridine